C(C1=CC=CC=C1)N1N=C(C=2CC[C@H](CC12)C(=O)N[C@@]1(CS(CC1)(=O)=O)C)C1=CC(=CC=C1)OC(F)F (R)-1-benzyl-3-(3-(difluoromethoxy)phenyl)-N-((S)-3-methyl-1,1-dioxidotetrahydrothiophen-3-yl)-4,5,6,7-tetrahydro-1H-indazole-6-carboxamide